3-(4-((2-oxo-2-(piperazin-1-yl)ethyl)amino)phenyl)piperidine-2,6-dione O=C(CNC1=CC=C(C=C1)C1C(NC(CC1)=O)=O)N1CCNCC1